(+-)-1-[2-(N,N-dimethylamino)-1-(4-methoxyphenyl)ethyl]Cyclohexane hydrochloride Cl.CN(C)C[C@@H](C1=CC=C(C=C1)OC)C1CCCCC1 |r|